2,6-Dichloro-4-(1-methylcyclopropoxy)pyrido[3,2-d]pyrimidine ClC=1N=C(C2=C(N1)C=CC(=N2)Cl)OC2(CC2)C